FC(CNC(=O)N1N=CC(=C1)C1=C2C(=NC=C1)NC=N2)(F)F N-(2,2,2-trifluoroethyl)-4-(3H-imidazo[4,5-b]pyridin-7-yl)-1H-Pyrazole-1-carboxamide